2-(4-cyclopropyl-6-methoxypyrimidin-5-yl)-6-fluoro-N-(4-(1-isopropyl-4-(trifluoromethyl)-1H-imidazol-2-yl)benzyl)imidazo[2,1-f][1,2,4]triazin-4-amine C1(CC1)C1=NC=NC(=C1C1=NN2C(C(=N1)NCC1=CC=C(C=C1)C=1N(C=C(N1)C(F)(F)F)C(C)C)=NC(=C2)F)OC